diselane diacrylate C(C=C)(=O)O.C(C=C)(=O)O.[SeH][SeH]